6-(3,8-diazabicyclo[3.2.1]octan-3-yl)-2-(2,6-dioxopiperidin-3-yl)-4-fluoroisoindoline C12CN(CC(CC1)N2)C2=CC(=C1CN(CC1=C2)C2C(NC(CC2)=O)=O)F